N(=[N+]=[N-])CCC1=CC=C(C=C1)N=C=S 1-(2-azidoethyl)-4-isothiocyanatobenzene